C(C)C1=C(NC=C1)C1=CC=CC=C1 Ethylphenylpyrrole